[Si](C)(C)(C(C)(C)C)OC[C@H]1C[C@H](C[C@@H]1O[Si](C(C)C)(C(C)C)C(C)C)NC1=NC=NC=C1C(=O)C=1SC=C(C1)COC [4-({(R,3R,4S)-3-({[tert-butyl(dimethyl)silyl]oxy}methyl)-4-[(triisopropylsilyl)oxy]cyclopentyl}amino)pyrimidin-5-yl][4-(methoxymethyl)-2-thienyl]methanone